4-[[3-[1-(cyanomethyl)-3-(trifluoromethyl)pyrazol-4-yl]imidazo[1,2-a]pyrazin-8-yl]amino]-2-ethyl-N-[2-oxo-2-[[(3R)-pyrrolidin-3-yl]amino]ethyl]benzamide formate C(=O)O.C(#N)CN1N=C(C(=C1)C1=CN=C2N1C=CN=C2NC2=CC(=C(C(=O)NCC(N[C@H]1CNCC1)=O)C=C2)CC)C(F)(F)F